IC=1C=CC=2NC3=CC=C(C=C3C2C1)C1=CC=CC=C1 3-Iodo-6-phenyl-9H-carbazole